N-(2-hydroxyethyl)-N,N-dimethylcyclopropylammonium iodide [I-].OCC[N+](C)(C)C1CC1